C(C)(C)(C)OC(=O)CCCCCCCCCCOC=1C2=CC=CC=C2C(=C2C=CC=CC12)OCCCCCCCCCCC(=O)OC(C)(C)C 9,10-bis(tert-butoxycarbonyldecyleneoxy)anthracene